Hexahydro-[1,3]azaphospholo[1,5-a]pyridine-3(2H)-thione C1PC(N2C1CCCC2)=S